(2S)-2-((2S)-2-((((4-chlorophenyl)-(1-(3-chlorophenyl)cyclopropyl)methoxy)carbonyl)amino)-4-methylpentanoylamino)-3-((S)-2-oxopyrrolidin-3-yl)propanoic acid methyl ester COC([C@H](C[C@H]1C(NCC1)=O)NC([C@H](CC(C)C)NC(=O)OC(C1(CC1)C1=CC(=CC=C1)Cl)C1=CC=C(C=C1)Cl)=O)=O